CC1=CC(=NO1)C1=NN=C2N1C=C(C=C2)B(O)O (3-(5-methylisoxazol-3-yl)[1,2,4]triazolo[4,3-a]pyridin-6-yl)boranediol